OCCN1N=C(C=C1)[S@](=O)(N)=NC(NC1=C2C(=NC3=C1CCC3)C3(CC2)CC3)=O |o1:8| (S) or (R)-1-(2-hydroxyethyl)-N'-((1',5',6',7'-tetrahydro-2'H-spiro[cyclopropane-1,3'-dicyclopenta[b,e]pyridin]-8'-yl)carbamoyl)-1H-pyrazole-3-sulfonimidamide